5-[[2-[2-[(6-fluoro-[1,2,4]triazolo[4,3-a]pyridin-7-yl)amino]ethyl]-2-azaspiro[3.3]heptan-6-yl]methyl]-2,8-dimethyl-phthalazin-1-one FC=1C(=CC=2N(C1)C=NN2)NCCN2CC1(C2)CC(C1)CC1=C2C=NN(C(C2=C(C=C1)C)=O)C